C(#N)C1CC(CC1)C(=O)O 3-cyanocyclopentane-1-carboxylic acid